1,7-dimethyl-8-(((R)-1-methylpyrrolidin-3-yl)oxy)-1,6-naphthyridin-2(1H)-one CN1C(C=CC2=CN=C(C(=C12)O[C@H]1CN(CC1)C)C)=O